(E)-(1-(4-(dimethylamino)but-2-enoyl)-3-fluoroazetidin-3-yl)methyl 4-((8-isopropyl-2-((tetrahydro-2H-pyran-4-yl)amino)pyrazolo[1,5-a][1,3,5]triazin-4-yl)amino)piperidine-1-carboxylate C(C)(C)C=1C=NN2C1N=C(N=C2NC2CCN(CC2)C(=O)OCC2(CN(C2)C(\C=C\CN(C)C)=O)F)NC2CCOCC2